FC1=CC=C(C=C1)N1C(NC2=CC(=CC=C2C1=O)N1CCNCC1)C1=CC=C(C#N)C=C1 4-(3-(4-Fluorophenyl)-4-oxo-7-(piperazin-1-yl)-1,2,3,4-tetrahydroquinazolin-2-yl)benzonitrile